ClC1=C2C(=NC=C1OC1=CC(=NC=C1)NC(C)=O)N=C(N2C)NC2=CC(=NC(=C2)C(F)(F)F)N2CCCC2 N-(4-((7-chloro-1-methyl-2-((2-(pyrrolidin-1-yl)-6-(trifluoromethyl)pyridin-4-yl)amino)-1H-imidazo[4,5-b]pyridin-6-yl)oxy)pyridin-2-yl)acetamide